6-bromo-8-cyclopentyl-2-(methylsulfinyl)pyrido[2,3-d]pyrimidin-7(8H)-one BrC1=CC2=C(N=C(N=C2)S(=O)C)N(C1=O)C1CCCC1